CC(CC)(C)O[Si](C)(C)C 1,1-dimethylpropyloxytrimethylsilane